N-(5-(N-(4-chlorophenyl)sulfamoyl)-6-methoxypyridin-3-yl)-1-methyl-1H-pyrrolo[2,3-b]pyridine-3-carboxamide ClC1=CC=C(C=C1)NS(=O)(=O)C=1C=C(C=NC1OC)NC(=O)C1=CN(C2=NC=CC=C21)C